COC(N(C1(CC1)C1=CC(=C(C=C1)F)C(F)(F)F)CCN(C)C)=O N-(2-(dimethylamino)ethyl)-N-(1-(4-fluoro-3-(trifluoromethyl)phenyl)cyclopropyl)carbamic acid methyl ester